(2S)-N-[(1S)-1-cyano-2-[4-(3-methyl-2-oxo-1,3-benzoxazol-5-yl)phenyl]ethyl]-1,4-oxazepane-2-carboxamide C(#N)[C@H](CC1=CC=C(C=C1)C=1C=CC2=C(N(C(O2)=O)C)C1)NC(=O)[C@H]1OCCCNC1